C(C)(C)(C)OC(=O)N1[C@H](CN(CC1)C1=NC(=CN=C1)OCC1=C(C=C(C=C1)C#N)F)C (S)-4-(6-((4-cyano-2-fluorophenylmethyl)oxy)pyrazin-2-yl)-2-methylpiperazine-1-carboxylic acid tert-butyl ester